C(C)(C)(C)OC(=O)N(C=1OC(=CN1)C(=O)OCC)C1=C2CCCC2=CC=2CCCC12 ethyl 2-((tert-butoxycarbonyl) (1,2,3,5,6,7-hexahydro-s-indacen-4-yl)amino)oxazole-5-carboxylate